C(C)(C)N1CCC(CC1)C(=O)N1CC(CC1)C=1C(=NC=CC1)OC (1-isopropylpiperidin-4-yl){3-(2-methoxypyridin-3-yl)pyrrolidin-1-yl}methanone